rac-(1R,2S,4R,5S)-5-amino-N-((5-(trifluoromethyl)pyridin-2-yl)methyl)-7-oxabicyclo[2.2.1]heptane-2-carboxamide N[C@@H]1[C@H]2C[C@@H]([C@@H](C1)O2)C(=O)NCC2=NC=C(C=C2)C(F)(F)F |r|